(1S,3R,5R)-1-((1H-1,2,4-triazol-1-yl)methyl)-N-(3-(5-fluoropyrimidin-2-yl)-4-methylphenyl)-3-methyl-6-azabicyclo[3.1.1]heptane-6-carboxamide N1(N=CN=C1)C[C@@]12C[C@@H](C[C@@H](N1C(=O)NC1=CC(=C(C=C1)C)C1=NC=C(C=N1)F)C2)C